FC(CCOC1=CC2=C(OC3=C(C(N2)=O)C=CC=C3)C=C1)(F)F 8-(3,3,3-trifluoropropoxy)dibenzo[b,f][1,4]oxazepin-11(10H)-one